N-[(3R)-1-(4-{[(1R)-1-(2-chlorophenyl)ethyl]amino}-2-methylpyrido[3,4-d]pyrimidin-6-yl)pyrrolidin-3-yl]acetamide ClC1=C(C=CC=C1)[C@@H](C)NC=1C2=C(N=C(N1)C)C=NC(=C2)N2C[C@@H](CC2)NC(C)=O